1,1,3,3,5,5-hexachloro-1,3,5-trisilacyclohexane Cl[Si]1(C[Si](C[Si](C1)(Cl)Cl)(Cl)Cl)Cl